(1R)-4,4-difluoro-1-[[3-(2-methyl-4-pyridyl)-1H-indazol-5-yl]amino]tetralin-6-carbonitrile FC1(CC[C@H](C2=CC=C(C=C12)C#N)NC=1C=C2C(=NNC2=CC1)C1=CC(=NC=C1)C)F